(1-(2,6-dimethoxyphenyl)-2-(6-ethoxypyridin-2-yl)-5-fluoro-1H-imidazo[4,5-b]pyrazin-6-yl)methanesulfonamide COC1=C(C(=CC=C1)OC)N1C(=NC=2C1=NC(=C(N2)F)CS(=O)(=O)N)C2=NC(=CC=C2)OCC